BrC=1C=C(COC=2C=C3C=CC(=CC3=CC2)C2=NOC(=N2)[C@H]2N(CCC2)\C(\NC(=O)OC(C)(C)C)=N/C(OC(C)(C)C)=O)C=CC1 Tert-butyl (S,Z)-((2-(3-(6-((3-bromobenzyl)oxy)naphthalen-2-yl)-1,2,4-oxadiazol-5-yl)pyrrolidin-1-yl)((tert-butoxycarbonyl)amino)methylene)carbamate